C(C1=CC=CC=C1)C1(C(C1(C(=O)O)C(=O)O)\C=C\[N+](=O)[O-])CC1=CC=CC=C1 dibenzyl-2-(trans-2-nitrovinyl)cyclopropane-1,1-dicarboxylic acid